BrC1=CC=2C(C3=CC(=CC=C3C2C=C1)Br)(CC(CCCC)CC)CC(CCCC)CC 2,7-dibromo-9,9-di-(2-ethyl-hexyl)-9H-fluorene